4-(N-t-butyloxycarbonylamino)-1-butanol C(C)(C)(C)OC(=O)NCCCCO